benzofluoranthene C1=CC=C2C=CC=C3C4=CC=C5C(=C4C1=C23)C=CC=C5